5-(2,4-difluorophenyl)-N-(3-(2-((2-(2-fluoro-5-methylphenyl)propan-2-yl)amino)-2-oxoethyl)-1-(4-hydroxy-4-methylcyclohexyl)azetidin-3-yl)isoxazole-3-carboxamide FC1=C(C=CC(=C1)F)C1=CC(=NO1)C(=O)NC1(CN(C1)C1CCC(CC1)(C)O)CC(=O)NC(C)(C)C1=C(C=CC(=C1)C)F